C1(C=CC=CCCCCC[C@@H](C)O1)=O (11R)-Dodecadien-11-olide